7-(2-((2-ethyl-4-(4-(2-methoxyethyl)piperazin-1-yl)phenyl)amino)-5-(trifluoromethyl)pyrimidin-4-yl)-4-methyl-3,4-dihydrothieno[2,3-f][1,4]thiazepin-5(2H)-one 1,1-dioxide C(C)C1=C(C=CC(=C1)N1CCN(CC1)CCOC)NC1=NC=C(C(=N1)C1=CC2=C(C(N(CCS2(=O)=O)C)=O)S1)C(F)(F)F